C(C)SC1=NSC(=N1)NC(=O)N1CC2(C1)CCC(CC2)N(C=2C1=C(N=CN2)NC=C1)C N-(3-(ethylsulfanyl)-1,2,4-thiadiazol-5-yl)-7-(methyl-(7H-pyrrolo[2,3-d]pyrimidin-4-yl)amino)-2-azaspiro[3.5]nonane-2-carboxamide